NCCOCCOCCOCCOCCN1N=C(C(=C1)[N+](=O)[O-])C(=O)N 1-[2-[2-[2-[2-(2-aminoethoxy)ethoxy]ethoxy]ethoxy]ethyl]-4-nitro-pyrazole-3-carboxamide